NC1=C(CCNC(C2=CC(=CC=C2)NC2=NC=C(C=N2)C2=CC(=CC=C2)F)=O)C=CC=C1 N-(2-aminophenethyl)-3-((5-(3-fluorophenyl)pyrimidin-2-yl)amino)benzamide